C(C)(C)(C)OC(=O)N1C2CN(C(C1)C2)C(C2=CC(=C(C=C2)Br)F)=O.C(C2=CC=CC=C2)OC=2C(=C1C=C(C=NC1=CC2)Br)O[Si](C(C)C)(C(C)C)C(C)C 6-(Benzyloxy)-3-bromo-5-((triisopropylsilyl)oxy)quinoline tert-butyl-5-(4-bromo-3-fluorobenzoyl)-2,5-diazabicyclo[2.2.1]heptane-2-carboxylate